((6-((4-Hydroxybutyl)(methyl-d3)amino)undecane-1,11-diyl)bis(sulfanediyl))bis-(octane-1,2-diyl) bis(3-cyclohexylpropanoate) C1(CCCCC1)CCC(=O)OC(CSCCCCCC(CCCCCSCC(CCCCCC)OC(CCC1CCCCC1)=O)N(C([2H])([2H])[2H])CCCCO)CCCCCC